O[C@@H](CC(=O)O)C R-3-hydroxybutyric acid